C(=O)(O)C(O)C(O)C(=O)O.C(=O)(O)C(O)C(O)C(=O)O.N1=CC=CC(=C1)C1N(C)CCC1 nicotine monotartrate (monotartrate)